2-bromo-6-methoxy-3-(5-methoxy-3,9-dihydrochromeno[2,3-d]imidazol-2-yl)phenol BrC1=C(C(=CC=C1C1=NC2=C(N1)OC=1C(=CC=CC1C2)OC)OC)O